4,4'-diamino-2,2'-bistrifluoromethylbenzidine NC1(C=C(C(C=C1)=C1C(=CC(N)(C=C1)N)C(F)(F)F)C(F)(F)F)N